dipentanoic anhydride C(CCCC)(=O)OC(CCCC)=O